P(=O)(OC(C)(C)C)(OC(C)(C)C)OCCl di-t-butyl (chloromethyl) phosphate